FC=1C(=C(C=C(C1)CC(C)C)N1CCC(CC1)N1NC=CC=C1)C=1N=NNN1 1-(1-(3-fluoro-5-isobutyl-2-(2H-tetrazol-5-yl)phenyl)piperidin-4-yl)pyridazin